C(C(C)C)C=1C(=NC=C(C1)[Si](C)(C)C)C1=CC=CC=C1 isobutyl-2-phenyl-5-(trimethylsilyl)pyridine